N-(5-{bicyclo[3.1.0]hexan-1-yl}-3-fluoropyridin-2-yl)-2-[(4-methyl-4H-1,2,4-triazol-3-yl)sulfanyl]-5-nitrobenzamide C12(CCCC2C1)C=1C=C(C(=NC1)NC(C1=C(C=CC(=C1)[N+](=O)[O-])SC1=NN=CN1C)=O)F